6-((S)-2-methyl-pyrrolidine-1-carbonyl)-3,4-dihydro-1H-pyrrolo[2,1-c][1,4]oxazine-8-carboxylic acid ((R)-1-phenyl-propyl)-amide C1(=CC=CC=C1)[C@@H](CC)NC(=O)C=1C=C(N2C1COCC2)C(=O)N2[C@H](CCC2)C